BrCC(/C=C/C1N(C(OC1)(C)C)C(=O)OC(C)(C)C)=O tert-butyl 4-[(1E)-4-bromo-3-oxobut-1-en-1-yl]-2,2-dimethyl-1,3-oxazolidine-3-carboxylate